CN(CCN1N=C(C=C1C)C1=NN2C(N=C(C=C2N2CCOCC2)N2N=C(C=C2)C2=NC=CC(=C2)C)=C1)C N,N-dimethyl-2-[5-methyl-3-[5-[3-(4-methyl-2-pyridyl)pyrazol-1-yl]-7-morpholino-pyrazolo[1,5-a]pyrimidin-2-yl]pyrazol-1-yl]ethanamine